n-Nonaheptacontane CCCCCCCCCCCCCCCCCCCCCCCCCCCCCCCCCCCCCCCCCCCCCCCCCCCCCCCCCCCCCCCCCCCCCCCCCCCCCCC